CC(C)(C)OC(=O)N[C@@H]1CCCNC1 tert-butyl N-[(3R)-piperidin-3-yl]carbamate